3-(cyclopropylsulfonyl)cyclohexan-1-amine C1(CC1)S(=O)(=O)C1CC(CCC1)N